C(#C)C=1SC=C(N1)NC(=O)N[C@@H](CO)C1=CC=C(C=C1)N1C(C=CC=C1)=O (R)-1-(2-Ethynylthiazol-4-yl)-3-(2-hydroxy-1-(4-(2-oxopyridin-1(2H)-yl)phenyl)-ethyl)urea